FC1=CC=C(C=C1)C(C=CC1=CC=CC=C1)=O 1-(4-fluorophenyl)-3-phenyl-2-propen-1-one